(2R,4S)-N-((S)-1-(((6-Amino-2-methylpyridin-3-yl)methyl)amino)-1-oxopropan-2-yl)-4-(3,5-bis(trifluoromethyl)benzyl)pyrrolidine-2-carboxamide di-trifluoroacetate salt FC(C(=O)O)(F)F.FC(C(=O)O)(F)F.NC1=CC=C(C(=N1)C)CNC([C@H](C)NC(=O)[C@@H]1NC[C@H](C1)CC1=CC(=CC(=C1)C(F)(F)F)C(F)(F)F)=O